OO monohydrogen peroxide